8-bromo-6-(2,6-dichlorophenyl)-2-[(2-methylspiro[1,3-dihydroisoquinoline-4,1'-cyclopropane]-7-yl)amino]pyrido[4,3-d]pyrimidin-5-one BrC1=CN(C(C2=C1N=C(N=C2)NC2=CC=C1C(=C2)CN(CC12CC2)C)=O)C2=C(C=CC=C2Cl)Cl